C(C)(C)(C)OC(=O)N1[C@H](CN(CC1)C=1C2=C(N=C(N1)OC[C@H]1N(C[C@@H](C1)F)C)CNCC2)CC#N (S)-2-(cyanomethyl)-4-{2-[((2S,4R)-4-fluoro-1-methylpyrrolidin-2-yl)methoxy]-5,6,7,8-tetrahydropyrido[3,4-d]pyrimidin-4-yl}piperazine-1-carboxylic acid tert-butyl ester